ClC=1C=C2C(=C3C1NC(NC31CCCCC1)=O)OC(=N2)CN2CC1(C2)CCOCC1 5-chloro-2-({7-oxa-2-azaspiro[3.5]nonan-2-yl}methyl)-7,8-dihydro-6H-spiro[[1,3]oxazolo[5,4-f]quinazoline-9,1'-cyclohexan]-7-one